NC1=CN=CN(N1)C1=CC(=C(C(=C1)Cl)OC1=CNC(C(=C1C)C(C)C)=O)Cl 6-amino-2-(3,5-dichloro-4-((5-isopropyl-4-methyl-6-oxo-1,6-dihydropyridin-3-yl)oxy)phenyl)-1,2,4-triazine